5-((1-(tert-butoxycarbonyl)-4,4-difluoropyrrolidin-3-yl)amino)-2-methylbenzoic acid C(C)(C)(C)OC(=O)N1CC(C(C1)(F)F)NC=1C=CC(=C(C(=O)O)C1)C